COC=1C=CC2=C3C(N=C2C1)=C(NCC3)C 7-methoxy-1-methyl-3,4-dihydro-2H-pyrido[3,4-b]indole